C1(CCC1)OC=1SC2=C(N1)NC(=C2)C(=O)O 2-(cyclobutoxy)-4H-pyrrolo[2,3-d]Thiazole-5-carboxylic acid